C(C=C)[Pd-2](=C1N(C=CN1C1=C(C=CC=C1C(C)C)C(C)C)C1=C(C=CC=C1C(C)C)C(C)C)Cl Allylchloro[1,3-bis(2,6-diisopropylphenyl)imidazol-2-yliden]palladium(II)